methyl ethylenebisphosphonate ethylenebisphosphonate C(CP(O)(O)=O)P(O)(O)=O.C(CP(O)(O)=O)P(OC)(O)=O